benzyl (3-(2-aminoacetyl)bicyclo[1.1.1]pentan-1-yl)carbamate hydrochloride Cl.NCC(=O)C12CC(C1)(C2)NC(OCC2=CC=CC=C2)=O